7-(6-(3-(bis(trideuteromethyl)amino)propoxy)pyridin-3-yl)-6-fluoro-2,10,10-Trimethyl-9,10-dihydro-8-oxa-2,4,10a-triazanaphtho[2,1,8-cde]azulene-1(2H)-one [2H]C([2H])([2H])N(CCCOC1=CC=C(C=N1)C1=C(C=C2N=CC=3N(C(N4C(COC1=C2C34)(C)C)=O)C)F)C([2H])([2H])[2H]